2,3,4,5-tetrakis(5H-benzo[b]carbazol-5-yl)-6-(2,6-diphenylpyridin-4-yl)benzonitrile C1=C2C=3C=C4C(=CC3N(C2=CC=C1)C1=C(C#N)C(=C(C(=C1N1C2=CC=CC=C2C=2C=C3C(=CC12)C=CC=C3)N3C1=CC=CC=C1C=1C=C2C(=CC31)C=CC=C2)N2C3=CC=CC=C3C=3C=C1C(=CC23)C=CC=C1)C1=CC(=NC(=C1)C1=CC=CC=C1)C1=CC=CC=C1)C=CC=C4